4-hydroxyphenylacetate OC1=CC=C(C=C1)CC(=O)[O-]